CC1=C(C(=O)NC2(CC2)C2=C3C=CC=NC3=CC(=C2)C2=NN(C=C2)C)C=C(C=C1)OC[C@H]1N(CC1)C (S)-2-Methyl-N-(1-(7-(1-methyl-1H-pyrazol-3-yl)quinolin-5-yl)cyclopropyl)-5-((1-methylazetidin-2-yl)methoxy)benzamide